(Z,E)-12,9-tetradecadienyl acetate C(C)(=O)OCCCCCCCC\C=C/C\C=C\C